4-(3-amino-8-chloroisoquinolin-6-yl)-1H,2H,3H-pyrrolo[2,3-c]pyridine-1-carboxylic acid tert-butyl ester C(C)(C)(C)OC(=O)N1CCC=2C1=CN=CC2C=2C=C1C=C(N=CC1=C(C2)Cl)N